F[C@H]1[C@@H](CN(CC1)C1=NC2=C(N1CC1=C(N=C(S1)C1=CC=CC=C1)C)C=C(C=C2)F)N (3R,4R)-4-Fluoro-1-(6-fluoro-1-((4-methyl-2-phenylthiazol-5-yl)methyl)-1H-benzo[d]imidazol-2-yl)piperidin-3-amin